6,7-dichloro-5-(2-fluoro-5-methoxy-phenyl)-1-methyl-3H-1,4-benzodiazepin-2-one ClC1=C(C=CC2=C1C(=NCC(N2C)=O)C2=C(C=CC(=C2)OC)F)Cl